C1(CCCC1)N1C(C=CC2=C1N=C(N=C2)NC2CCN(CC2)S(=O)(=O)C=2C=C(C=O)C=CC2)=O 3-((4-((8-cyclopentyl-7-oxo-7,8-dihydropyrido[2,3-d]pyrimidin-2-yl)amino)piperidin-1-yl)-sulfonyl)benzaldehyde